tert-butyl (4-(6-(1-benzyl-1H-pyrazole-4-carbonyl)-2-((S)-2,2-dimethylcyclopropane-1-carbonyl)-2,6-diazaspiro[3.4]octan-8-yl)phenyl)carbamate C(C1=CC=CC=C1)N1N=CC(=C1)C(=O)N1CC2(CN(C2)C(=O)[C@@H]2C(C2)(C)C)C(C1)C1=CC=C(C=C1)NC(OC(C)(C)C)=O